2-[1-[2-[1-(2-Hydroxy-2-methyl-propyl)indazol-5-yl]-6-methyl-4-oxo-chromen-8-yl]ethylamino]benzoic acid OC(CN1N=CC2=CC(=CC=C12)C=1OC2=C(C=C(C=C2C(C1)=O)C)C(C)NC1=C(C(=O)O)C=CC=C1)(C)C